C(=O)C1=CC=C(C=C1)C1=CC=C(C=C1)C1=CC=C(C=C1)C=O 1,4-bis(4-formylphenyl)benzene